C(#N)C=1C(=NN(C1C1=CC=C(C=C1)C)C1=CC=C(C=C1)S(=O)(=O)N)C(F)(F)F 4-[4-cyano-5-(p-tolyl)-3-(trifluoromethyl)-1H-pyrazol-1-yl]benzenesulfonamide